CC12C(CC(CC1)C(=O)[O-])O2 4-epoxy-1-methylcyclohexylformate